3-(4-fluoro-5-(8-((4'-fluoro-5,5-dimethyl-3,4,5,6-tetrahydro-[1,1'-biphenyl]-2-yl)methyl)-3,8-diazabicyclo[3.2.1]octane-3-carbonyl)-1-oxoisoindolin-2-yl)piperidine-2,6-dione FC1=C2CN(C(C2=CC=C1C(=O)N1CC2CCC(C1)N2CC2=C(CC(CC2)(C)C)C2=CC=C(C=C2)F)=O)C2C(NC(CC2)=O)=O